N-[5-(4-carbamoyl-3-fluorophenyl)-4-fluoro-2-[rac-(3R,5S)-3,4,5-trimethylpiperazin-1-yl]phenyl]-6-oxo-4-(trifluoromethyl)-1H-pyridine-3-carboxamide C(N)(=O)C1=C(C=C(C=C1)C=1C(=CC(=C(C1)NC(=O)C1=CNC(C=C1C(F)(F)F)=O)N1C[C@H](N([C@H](C1)C)C)C)F)F |r|